CN(C1=CC=C(CCNC(CCC(N2CCC(CC2)NC2=NC=C(C=C2)C2=CC=C(C=C2)OC(F)(F)F)=O)=O)C=C1)C N-(4-(dimethylamino)phenethyl)-4-oxo-4-(4-((5-(4-(trifluoromethoxy)phenyl)pyridin-2-yl)amino)piperidin-1-yl)butanamide